C(C)(C)(C)C=1C=C(C(=O)OCC(COC(=O)OCCCN(CC)CC)COC(CCCCCCC\C=C/C\C=C/CCCCC)=O)C=C(C1)C(C)(C)C 3-(((3-(diethylamino)propoxy)carbonyl)oxy)-2-((((9Z,12Z)-octadeca-9,12-dienoyl)oxy)methyl)propyl 3,5-di-tert-butylbenzoate